C1#CCCCCCC1 Cyclooctyne